2-{3-[(2R,6S)-2,6-Dimethylmorpholin-4-carbonyl]-5,6-dihydrocyclopenta[c]pyrazol-1(4H)-yl}-1-[4-(2,3,4-trifluorophenoxy)piperidin-1-yl]ethan-1-on C[C@@H]1CN(C[C@@H](O1)C)C(=O)C=1C2=C(N(N1)CC(=O)N1CCC(CC1)OC1=C(C(=C(C=C1)F)F)F)CCC2